C(C)(C)[C@H]1N(CCC2=CC=CC=C12)C(=O)C=1C=C2CN(C(C2=CC1)=O)C1C(NC(CC1)=O)=O 3-(5-((R)-1-isopropyl-1,2,3,4-tetrahydroisoquinoline-2-carbonyl)-1-oxoisoindolin-2-yl)piperidine-2,6-dione